5-[(3S)-isoxazolidin-3-yl]Pyridine-3-carbonitrile TFA salt OC(=O)C(F)(F)F.O1N[C@@H](CC1)C=1C=C(C=NC1)C#N